3-chloro-5-fluoro-2-(4-fluorophenyl)pyridine ClC=1C(=NC=C(C1)F)C1=CC=C(C=C1)F